COC=1C=C(C=NC2=NN=C(S2)C=2C=C(C(O)=CC2)O)C=CC1O 4-{5-[(3-methoxy-4-hydroxybenzylidene)amino]-1,3,4-thiadiazol-2-yl}catechol